N-[(6-Amino-2-pyridyl)sulfonyl]-6-(3-fluoro-5-isobutoxyphenyl)-2-(4-methylcyclohexoxy)pyridin-3-carboxamid NC1=CC=CC(=N1)S(=O)(=O)NC(=O)C=1C(=NC(=CC1)C1=CC(=CC(=C1)OCC(C)C)F)OC1CCC(CC1)C